CC(C)(C)[O-].[Na+] sodium tert-butoxide Salt